(4bS,8aS)-4b,7,7-trimethyl-9-(6-((methylamino)methyl)pyridin-2-yl)-N-(4-(piperidin-1-yl)phenyl)-4b,5,7,8,8a,9-hexahydropyrano[3',4':4,5]pyrrolo[2,3-d]pyrimidin-2-amine C[C@@]12[C@@H](N(C=3N=C(N=CC31)NC3=CC=C(C=C3)N3CCCCC3)C3=NC(=CC=C3)CNC)CC(OC2)(C)C